2-(dimethylamino)-8-(dimethylamino)-4-methyl-spiro[5H-(1)benzopyrano(2,3-d)pyrimidine-5,1'(3'H)-isobenzofuran] CN(C=1N=C(C2=C(N1)OC1=C(C=CC(=C1)N(C)C)C21OCC2=CC=CC=C12)C)C